methyl 4-methoxy-2-((pyrazolo[1,5-a]pyrimidine-3-carboxamido)methyl)benzofuran-7-carboxylate COC1=CC=C(C2=C1C=C(O2)CNC(=O)C=2C=NN1C2N=CC=C1)C(=O)OC